Tert-butyl (7-((2-methoxyphenyl)amino)-7-oxoheptyl)carbamate COC1=C(C=CC=C1)NC(CCCCCCNC(OC(C)(C)C)=O)=O